C(CCCCCCCCC(=O)OC1CC(N(C(C1)(C)C)OCCCCCCCC)(C)C)(=O)OC1CC(N(C(C1)(C)C)OCCCCCCCC)(C)C decanedioic acid, bis(1-octyloxy-2,2,6,6-tetramethyl-4-piperidinyl) ester